ClC=1C(NN=CC1Cl)=O 4,5-dichloropyridazinone